FC(SC1=C(N=C2N1C=CC=C2N[C@H]2[C@H](CNCC2)F)C#CCNC=2C=C(C(=O)NC)C=CC2OC)F 3-((3-(3-((difluoromethyl)thio)-8-(((3S,4R)-3-fluoropiperidin-4-yl)amino)imidazo[1,2-a]pyridin-2-yl)prop-2-yn-1-yl)amino)-4-methoxy-N-methylbenzamide